(S)-3-(4-(6'-chloro-5'-fluoro-2'-oxospiro[cyclopropane-1,3'-indoline]-1'-yl)phenyl)-2-(2-chloro-6-fluorobenzamido)propionic acid ClC1=C(C=C2C3(C(N(C2=C1)C1=CC=C(C=C1)C[C@@H](C(=O)O)NC(C1=C(C=CC=C1F)Cl)=O)=O)CC3)F